C(CCCCCCCCCCCCCCCCC)(=O)OCC(OC(CCCCCCCCCCCCCCCCCCCCC)=O)COP(=O)(O)OC[C@H](N)C(=O)O 1-octadecanoyl-2-docosanoyl-glycero-3-phosphoserine